3-[1-(4-hydroxyphenyl)isopropyl]cyclohexane OC1=CC=C(C=C1)C(C)(C)C1CCCCC1